phenylenebis(2-carbamoyl-oxazine) C1(=C(C=CC=C1)C=1N(OC=CC1)C(N)=O)C=1N(OC=CC1)C(N)=O